C(C)(C)C1N=C(OC1)C1=NC(=CC=C1)C=1OCC(N1)C(C)C 2,6-bis(isopropyl-2-oxazolin-2-yl)pyridine